[C@H]12OC[C@H](N(C1)C1=CC=C3C(=N1)N(N=C3)C3=NC=C(C(=C3)N[C@@H](C#N)C)[N+](=O)[O-])C2 (R)-2-((2-(6-((1R,4R)-2-oxa-5-azabicyclo[2.2.1]heptan-5-yl)-1H-pyrazolo[3,4-b]pyridin-1-yl)-5-nitropyridin-4-yl)amino)propanenitrile